5,7-dichloro-2-((ethylamino)methyl)-8-hydroxy-3-methylquinazolin-4(3H)-one mesylate S(C)(=O)(=O)O.ClC1=C2C(N(C(=NC2=C(C(=C1)Cl)O)CNCC)C)=O